methyl 3-fluoro-1-((2-(trimethylsilyl)ethoxy)methyl)-7-vinyl-1H-pyrrolo[3,2-b]pyridine-5-carboxylate FC1=CN(C=2C1=NC(=CC2C=C)C(=O)OC)COCC[Si](C)(C)C